NC1=C(C2=C(S1)CC(C21CN(C1)C(=O)OC(C)(C)C)(F)F)C#N tert-butyl 2-amino-3-cyano-5,5-difluoro-spiro[6H-cyclopenta[b]thiophene-4,3'-azetidine]-1'-carboxylate